(2R,5S)-2-(1-(4-bromophenyl)-3-(6-fluoropyridin-3-yl)-1H-pyrazol-4-yl)-5-Methyl-3-(2-(2-oxoindolin-5-yl)ethyl)oxazolidin-4-one BrC1=CC=C(C=C1)N1N=C(C(=C1)[C@H]1O[C@H](C(N1CCC=1C=C2CC(NC2=CC1)=O)=O)C)C=1C=NC(=CC1)F